CC1(CCN(CC1)C=1OC2=C(C=C(C=C2C(C1)=O)C)N1CCC2=CC=CC=C12)C N-(2-(4,4-dimethylpiperidin-1-yl)-6-methyl-4-oxo-4H-chromen-8-yl)indoline